5-bromo-1,3-benzenedinitrile BrC=1C=C(C=C(C1)C#N)C#N